(2R,3R,4S,5R,6R)-4-(4-(4-chloro-2,3-difluorophenyl)-1H-1,2,3-triazol-1-yl)-2-(hydroxymethyl)-6-((5-(2-hydroxypropan-2-yl)isoxazol-3-yl)methyl)-5-methoxytetrahydro-2H-pyran-3-ol ClC1=C(C(=C(C=C1)C=1N=NN(C1)[C@H]1[C@H]([C@H](O[C@@H]([C@@H]1OC)CC1=NOC(=C1)C(C)(C)O)CO)O)F)F